5H-pyran O1CC=CCC1